N-(3-(2,3-dichloro-6-fluorophenyl)pyrrolidin-3-yl)-2,3-dimethyl-2H-indazol-6-amine ClC1=C(C(=CC=C1Cl)F)C1(CNCC1)NC=1C=CC2=C(N(N=C2C1)C)C